CC=1C=C(C=C(C1)C)C1=NC2=CC(=CC(=C2C=C1)CC(C)C)CC(C)C 2-(3,5-dimethylphenyl)-5,7-diisobutylquinoline